OC1=C(C=CC=C1)C1=CC2=C(NC3=CC=C(C=C23)C=2CCN(CC2)C(=O)OC(C)(C)C)N=N1 tert-butyl 4-[3-(2-hydroxyphenyl)-9H-pyridazino[3,4-b]indol-6-yl]-3,6-dihydro-2H-pyridine-1-carboxylate